tert-butyl (R)-3-(4-(3H-[1,2,3]triazolo[4,5-b]pyridin-3-yl)-2-fluoro-N-(7-(3-hydroxyprop-1-yn-1-yl)isoquinolin-1-yl)benzamido)-piperidine-1-carboxylate N1=NN(C2=NC=CC=C21)C2=CC(=C(C(=O)N(C1=NC=CC3=CC=C(C=C13)C#CCO)[C@H]1CN(CCC1)C(=O)OC(C)(C)C)C=C2)F